5-(4-(4-bromo-2-(6-azaspiro[2.5]oct-6-yl)phenyl)-1H-1,2,3-triazol-1-yl)-7-(4,4-difluoropiperidin-1-yl)furo[2,3-c]pyridine BrC1=CC(=C(C=C1)C=1N=NN(C1)C=1C=C2C(=C(N1)N1CCC(CC1)(F)F)OC=C2)N2CCC1(CC1)CC2